3-(methoxy)propyl-trimethoxysilane COCCC[Si](OC)(OC)OC